C[Si](N1C(N(CC1)[Si](C)(C)C)=O)(C)C 1,3-bis(trimethylsilyl)-2-imidazolidone